(2R,3R,4S,5R)-2-(6-amino-2-fluoro-9H-purin-9-yl)-4-(benzyloxy)-5-((benzyloxy)methyl)-5-vinyltetrahydrofuran-3-yl acetate C(C)(=O)O[C@H]1[C@@H](O[C@]([C@H]1OCC1=CC=CC=C1)(C=C)COCC1=CC=CC=C1)N1C2=NC(=NC(=C2N=C1)N)F